2,6-diamino-4-(piperidin-1-yl)pyrimidine 1-oxide NC1=[N+](C(=CC(=N1)N1CCCCC1)N)[O-]